COC(C1=C(CN(C(=O)C=2N=CSC2)CC(NC=2C=C3CC4(C(NC5=NC=CC=C54)=O)CC3=CC2)=O)C=CC=C1)OC N-(2-(Dimethoxymethyl)benzyl)-N-(2-oxo-2-((2'-oxo-1,1',2',3-tetrahydrospiro[indene-2,3'-pyrrolo[2,3-b]pyridin]-5-yl)amino)ethyl)thiazole-4-carboxamide